ClC1=CC=C(C(=N1)C1=NOC(N1)=O)N[C@H](C)C=1C=C(C=C2C(C(=C(OC12)C1=CC(=C(C=C1)F)F)C)=O)C 3-[6-Chloro-3-[[(1R)-1-[2-(3,4-difluorophenyl)-3,6-dimethyl-4-oxo-chromen-8-yl]ethyl]amino]-2-pyridyl]-4H-1,2,4-oxadiazol-5-one